N1=C(N=CC=C1)N1N=CN=C1[C@H](C)NC1=NN=NC2=C1C=C(C=C2C(F)(F)F)C(F)(F)F N-[(1S)-1-(2-pyrimidin-2-yl-1,2,4-triazol-3-yl)ethyl]-6,8-bis(trifluoromethyl)-1,2,3-benzotriazin-4-amine